FC(C1=NN(C=C1NC(=O)C=1N=C(SC1)C=1C=NNC1)CC(C)C)F N-[3-(difluoromethyl)-1-(2-methylpropyl)-1H-pyrazol-4-yl]-2-(1H-pyrazol-4-yl)-1,3-thiazole-4-carboxamide